[Al].[Y].[Er] erbium-yttrium aluminum